ClC1=C(N=C2N(C1=O)C=C(N=C2C2=CC(=C(C=C2)F)F)C2CC(OCC2)C=2C=NN(C2)C)C 3-chloro-9-(3,4-difluorophenyl)-2-methyl-7-(2-(1-methyl-1H-pyrazol-4-yl)tetrahydro-2H-pyran-4-yl)-4H-pyrazino[1,2-a]pyrimidin-4-one